[Cu]=O.[Ca].[Sr].[Bi] bismuth strontium calcium copper oxide